7-bromo-3-((3-oxo-3-((1-(5-(trifluoromethyl)nicotinoyl)piperidin-4-yl)oxy)propyl)amino)benzo[e][1,2,4]triazine-1,4-dioxide BrC1=CC2=C([N+](=C(N=[N+]2[O-])NCCC(OC2CCN(CC2)C(C2=CN=CC(=C2)C(F)(F)F)=O)=O)[O-])C=C1